O1C=NC(=C1)C(=O)NCC1=NOC(C1)C(=O)N 3-((oxazole-4-carboxamido)methyl)-4,5-dihydroisoxazole-5-carboxamide